O1COC2=C1C=CC(=C2)/C=C/C(=O)C2=CC=C(C=C2)N2CCN(CC2)CC2=C(C=CC(=C2)C(\C=C\C2=CC1=C(OCO1)C=C2)=O)O (E)-3-(1,3-Benzodioxol-5-yl)-1-[4-[4-[[5-[(E)-3-(1,3-benzodioxol-5-yl)prop-2-enoyl]-2-hydroxyphenyl]methyl]piperazin-1-yl]phenyl]prop-2-en-1-one